(E)-4-chloro-5-fluoro-2-methoxybenzaldehyde oxime ClC1=CC(=C(/C=N/O)C=C1F)OC